(E)-N'-(5-bromo-4-cyano-3-iodopyridin-2-yl)-N,N-dimethylformimidamide BrC=1C(=C(C(=NC1)/N=C/N(C)C)I)C#N